[N+](=O)(O)[O-].C(CCCCCCCCCCCCCCC)N1CC=CC=C1 N-hexadecylpyridine-nitrate